C(C)(=O)P(=O)(O)C(C1=C(C=C(C=C1C)C)C)=O acetyl-2,4,6-trimethylbenzoyl-hypophosphorous acid